rac-(1R,2S,5R)-1-amino-5-(2-boronoethyl)-2-(((3,4-dichlorobenzyl)(methyl)amino)methyl)cyclohexanecarboxylic acid dihydrochloride Cl.Cl.N[C@]1([C@@H](CC[C@H](C1)CCB(O)O)CN(C)CC1=CC(=C(C=C1)Cl)Cl)C(=O)O |r|